CN1C(N(C(C(=C1)[B-](F)(F)F)=O)C)=O.[K+] potassium (1,3-dimethyl-2,4-dioxo-pyrimidin-5-yl)-trifluoroborate